OC1=C(C=CC=C1)C(CC(=O)[O-])(C)C 3-(2-Hydroxyphenyl)-3,3-dimethylpropanoate